N-(7-Hydroxy-8-((2-hydroxy-4-nitrophenyl)diazenyl)naphthalen-1-yl)acetamide OC1=CC=C2C=CC=C(C2=C1N=NC1=C(C=C(C=C1)[N+](=O)[O-])O)NC(C)=O